C(C)(C)(C)C1=NC=C(C(=N1)OC1=CC=CC=C1)C(=O)N[C@H](\C=C\S(=O)(=O)C)C1CC(C1)(F)F (S,E)-2-(tert-butyl)-N-(1-(3,3-difluorocyclobutyl)-3-(methylsulfonyl)allyl)-4-phenoxypyrimidine-5-carboxamide